(4-(benzofuran-2-yl)phenyl)dimethylsulfonium O1C(=CC2=C1C=CC=C2)C2=CC=C(C=C2)[S+](C)C